3,3-dimethyloxane-4-amine CC1(COCCC1N)C